FC1=C(C(=CC=C1)OC)N1N=C2C(=C(C1=O)C)NN=C2C2=CC=C(C=C2)N2CCOCC2 5-(2-fluoro-6-methoxyphenyl)-7-methyl-3-(4-morpholinophenyl)-1H-pyrazolo[4,3-c]pyridazin-6(5H)-one